CC(C(=O)N1N=C(C(=C1NCC1=CC=C(C=C1)F)OC)C1C(N(CC1)C(CN1CCOCC1)=O)C(=O)O)(C)C 3-[1-(2,2-dimethylpropanoyl)-5-{[(4-fluorophenyl)methyl]amino}-4-methoxy-1H-pyrazol-3-yl]-1-[2-(morpholin-4-yl)acetyl]pyrrolidine-2-carboxylic acid